CC1=CC=C(O1)C=1N=C(NC1)C1N(CCCC1)C(C(C)SC)=O 1-(2-(4-(5-Methylfuran-2-yl)-1H-imidazol-2-yl)piperidin-1-yl)-2-(methylsulfanyl)propan-1-one